4-(8-amino-3-(9-carbonyloctahydro-2H-pyrazino[1,2-a]pyrazin-2-yl)imidazo[1,5-a]pyrazin-1-yl)-3-fluoro-N-(4-(trifluoromethyl)pyridin-2-yl)benzamide NC=1C=2N(C=CN1)C(=NC2C2=C(C=C(C(=O)NC1=NC=CC(=C1)C(F)(F)F)C=C2)F)N2CC1N(CC2)CCNC1=C=O